N1=C(C=CC2=CC=CC=C12)C=CC(=O)C1=CC=C(C(=O)N)C=C1 4-(3-quinolin-2-yl-acryloyl)-benzamide